C(C)(C)(C)OC(=O)N1CC2(CNC2C2=NC=C(C=N2)I)CCC1 (5-Iodopyrimidin-2-yl)-2,6-diazaspiro[3.5]nonane-6-carboxylic acid tert-butyl ester